O1CCCC=C1C1=NOC(=N1)CC=1NC2=CC=C(C=C2C(N1)=O)C=1C=NC=CC1 2-((3-(3,4-dihydro-2H-pyran-6-yl)-1,2,4-oxadiazol-5-yl)methyl)-6-(pyridin-3-yl)quinazolin-4(1H)-one